(tetrahydro-2H-pyran-2-yl)-1H-pyrazole-3-thiol O1C(CCCC1)N1N=C(C=C1)S